C1(CC1)NC(C(C(C[C@H]1C(NCC1)=O)NC([C@H](CC(C)(C)C)NC(\C=C\C1=C(C=C(C=C1)Cl)Cl)=O)=O)=O)=O (2S)-N-(4-(cyclopropylamino)-3,4-dioxo-1-((S)-2-oxopyrrolidin-3-yl)butan-2-yl)-2-((E)-3-(2,4-dichlorophenyl)acrylamido)-4,4-dimethylpentanamide